ClC=1C=C(C=CC1C=1N(C2=NC=NC(=C2N1)OC1(CC1)C)CC1=NC=CC(=C1)C)CC(=O)OCC ethyl 2-(3-chloro-4-(6-(1-methylcyclopropoxy)-9-((4-methylpyridin-2-yl)methyl)-9H-purin-8-yl)phenyl)acetate